C1(CCCC1)OC1=C(C=C(C=C1)NC(=O)C=1N=C(OC1CC(F)(F)F)N1CCCC1)O N-(4-(cyclopentyloxy)-3-hydroxyphenyl)-2-(pyrrolidin-1-yl)-5-(2,2,2-trifluoroethyl)oxazole-4-carboxamide